ClC1=CC=C(C=C1)C=1N=CN(C1C1=CC(=NC=C1)C(F)F)CC(=O)N1CCC2(CN(C2)C)CC1 2-[4-(4-chlorophenyl)-5-[2-(difluoromethyl)pyridin-4-yl]-1H-imidazol-1-yl]-1-{2-methyl-2,7-diazaspiro[3.5]nonan-7-yl}ethan-1-one